CN1C=CC2=CC=CC=C12 1-methylindol